racemic-3-(isoquinolin-4-yl)-1-(3-methyl-6-(trifluoromethyl)pyridin-2-yl)-2-oxoimidazoline-4-carbonitrile C1=NC=C(C2=CC=CC=C12)N1C(N(C[C@@H]1C#N)C1=NC(=CC=C1C)C(F)(F)F)=O |r|